3-benzyloxycyclobutaneformaldehyde C(C1=CC=CC=C1)OC1CC(C1)C=O